(1aR,8S,13S,14S,15aR)-5,13,14-trihydroxy-3-methoxy-8-methyl-8,9,13,14,15,15a-hexahydro-6H-oxireno[k][2]benzoxacyclotetradecine-6,12(1aH)-dione OC1=CC(=CC=2[C@@H]3[C@@H](C[C@@H]([C@@H](C(C=CC[C@@H](OC(C21)=O)C)=O)O)O)O3)OC